NC=1C=C(C(=O)O)C(=CN1)OC(F)F 2-amino-5-(difluoromethoxy)isonicotinic acid